N1=C(C(=CC=C1)CNC1=NC(=NN2C1=NC=C2Br)Cl)C=2C=NC=CC2 N-([2,3'-bipyridin]-3-ylmethyl)-7-bromo-2-chloroimidazo[2,1-f][1,2,4]triazin-4-amine